ClC=1C(=C(C=CC1)C1=C(C=C2C(=C(C(=NC2=C1F)C)I)N[C@H]1[C@H]2CN([C@@H]1C2)C(=O)OC(C)(C)C)CCC#N)C tert-butyl (1R,4R,5S)-5-((7-(3-chloro-2-methylphenyl)-6-(2-cyanoethyl)-8-fluoro-3-iodo-2-methylquinolin-4-yl)amino)-2-azabicyclo[2.1.1]hexane-2-carboxylate